[Cl-].C(C=C)[N+](NC(C)=O)(NC(C)=O)CC=C Diallyldiacetamidylammonium chloride